N-(3-((2-fluorophenyl)thio)bicyclo[1.1.1]pentan-1-yl)-N,4-dimethylbenzenesulfonamide FC1=C(C=CC=C1)SC12CC(C1)(C2)N(S(=O)(=O)C2=CC=C(C=C2)C)C